5-(3-Chloroimidazo[1,2-a]pyrimidin-6-yl)-N-(2-fluoro-2-methylpropyl)pyrrolo[2,1-f][1,2,4]triazin-2-amine ClC1=CN=C2N1C=C(C=N2)C=2C=CN1N=C(N=CC12)NCC(C)(C)F